O=C1CCCN1 (R)-5-Oxopyrrolidine